ClC1=CC=C(C=C1)C1=CC=C(C2=CC=CC=C12)C1=CC=C(C=C1)C1=CC=C(C=C1)C#N 4'-(4-(4-chlorophenyl)naphthalen-1-yl)-[1,1'-biphenyl]-4-carbonitrile